FC(C(=O)O)(F)F.O1C=NC=C1C1=CC=CC(=N1)N 6-(oxazol-5-yl)pyridin-2-amine 2,2,2-trifluoroacetate salt